N-[3-(triethoxysilyl)propyl]-carbamic acid ethyl ester C(C)OC(NCCC[Si](OCC)(OCC)OCC)=O